5-(2,3-difluoro-phenyl)-3-(2-methanesulfonyl-ethyl)-1-{2-[4-(7-methoxy-2-oxo-1,2,4,5-tetrahydro-benzo[d][1,3]diazepin-3-yl)-piperidin-1-yl]-2-oxo-ethyl}-1H-pyrimidine-2,4-dione FC1=C(C=CC=C1F)C=1C(N(C(N(C1)CC(=O)N1CCC(CC1)N1C(NC2=C(CC1)C=C(C=C2)OC)=O)=O)CCS(=O)(=O)C)=O